C(C)(=O)[O-].OCC[N+](C)(C)C 2-hydroxyethyltrimethylammonium acetate